(3S,4S)-8-(7-amino-8-(2,3-dichlorophenyl)imidazo[1,2-c]pyrimidin-5-yl)-3-methyl-2-oxa-8-azaspiro[4.5]decan-4-amine NC1=C(C=2N(C(=N1)N1CCC3([C@@H]([C@@H](OC3)C)N)CC1)C=CN2)C2=C(C(=CC=C2)Cl)Cl